CN(C)CC=1C=C(C=CC1)NC=1N=CC2=C(N1)CN(CC2)C2=C(C1=C(OCCN1C(=O)OC(C)(C)C)N=C2)C tert-butyl 7-[2-({3-[(dimethylamino)methyl]phenyl}amino)-5H,6H,7H,8H-pyrido[3,4-d]pyrimidin-7-yl]-8-methyl-1H,2H,3H-pyrido[2,3-b][1,4]oxazine-1-carboxylate